OC1CC(C1)CN(CCCCCCCCN(C(CCCCCCCCC)=O)CCCCCCCCCC)CCCCCCCCN(C(CCCCCCCCC)=O)CCCCCCCCCC N,N'-(((((1S,3S)-3-hydroxycyclobut-yl)methyl)azanedi-yl)bis(octane-8,1-diyl))bis(N-decyl-decanamide)